(2R)-2-({5-[(2-fluorophenyl)methoxy]-2-methyl-1-benzothiophen-3-yl}formamido)propanamide FC1=C(C=CC=C1)COC=1C=CC2=C(C(=C(S2)C)C(=O)N[C@@H](C(=O)N)C)C1